1-(2-((3R,5S,8R,9S,10S,13S,14S,17S)-3-hydroxy-3,10-dimethyltetradecahydro-1H-13,14-methanocyclopenta[a]phenanthren-17-yl)-2-oxoethyl)-1H-pyrazole-4-carbonitrile O[C@@]1(CC[C@@]2([C@H]3CC[C@]45[C@H](CC[C@@]4([C@@H]3CC[C@H]2C1)C5)C(CN5N=CC(=C5)C#N)=O)C)C